((2-(methyl(4-octanamidobutyl)amino)ethyl)azanediyl)bis(nonane-9,1-diyl) bis(2-butyloctanoate) C(CCC)C(C(=O)OCCCCCCCCCN(CCCCCCCCCOC(C(CCCCCC)CCCC)=O)CCN(CCCCNC(CCCCCCC)=O)C)CCCCCC